ClC1=C(C=CC=C1C=1C(=NNC1)F)C(=O)N1C[C@H]2CO[C@@](CN2CC1)(C=1C=NC(=CC1)C(F)(F)F)O (2-chloro-3-(3-fluoro-1H-pyrazol-4-yl)phenyl)((3R,9aS)-3-hydroxy-3-(6-(trifluoromethyl)pyridin-3-yl)hexahydropyrazino[2,1-c][1,4]oxazin-8(1H)-yl)methanone